CC12C3CCC4(C(C3CCC2C(C(CC1)O)O)CCC4)C 9a,11a-Dimethylhexadecahydro-1H-cyclopenta[1,2-a]phenanthrene-6,7-diol